6-Methylsulfonyloxyhexyl acrylate C(C=C)(=O)OCCCCCCOS(=O)(=O)C